OC1=CC=C(C=C1)CCNC(CCC(=O)[O-])=O 4-((4-hydroxyphenylethyl) amino)-4-oxobutanoate